tert-butyl 4-(4-((4-(N-(((9H-fluoren-9-yl)methoxy)carbonyl)-S-methylsulfonimidoyl)benzyl)oxy)phenyl)-1H-imidazole-1-carboxylate C1=CC=CC=2C3=CC=CC=C3C(C12)COC(=O)N=S(=O)(C)C1=CC=C(COC2=CC=C(C=C2)C=2N=CN(C2)C(=O)OC(C)(C)C)C=C1